1,8-dichloro-5,7,12,14-tetrahydro-5,12-diazapentacene-7,14-dione ClC1=CC=CC=2NC3=CC=4C(C5=C(C=CC=C5NC4C=C3C(C12)=O)Cl)=O